O=C1CC2CN(C1CC2)C(=O)[O-] 6-oxo-2-azabicyclo[2.2.2]octane-2-carboxylate